C1(CCCCC1)C(NS(=O)(=O)C1=CC=C(C=C1)OC(F)(F)F)C1=CC(=CC(=C1)Cl)Cl N-(cyclohexyl(3,5-dichlorophenyl)methyl)-4-(trifluoromethoxy)benzenesulfonamide